lauric acid ethoxyamide C(C)ONC(CCCCCCCCCCC)=O